4-[(7-oxo-6H-pyrrolo[2,3-g][1,3]benzothiazol-8-ylidene)methylamino]-N-(2-pyridinyl)benzenesulfonamide O=C1C(C2=C(C=CC=3N=CSC32)N1)=CNC1=CC=C(C=C1)S(=O)(=O)NC1=NC=CC=C1